Methyl-4-bromo-3-formylpyrazole CC1=C(C(=NN1)C=O)Br